ClC=1C=CC(=C(C1)NC(=S)NC1CN(C(C1)=O)C1=C(C=CC=C1)F)C 1-(5-chloro-2-methylphenyl)-3-[1-(2-fluorophenyl)-5-oxopyrrolidin-3-yl]thiourea